C12CN(CC2C1)C1=NC=C(C=N1)CN1N=C(C=C1)C(=O)N[C@@H]1C[C@@H](C1)C1=C(C=CC(=C1)Cl)C#N 1-((2-(3-Azabicyclo[3.1.0]hexan-3-yl)pyrimidin-5-yl)methyl)-N-((cis)-3-(5-chloro-2-cyanophenyl)cyclobutyl)-1H-pyrazole-3-carboxamide